3-((2-((5-cyclopropyl-3-(2,6-dichlorophenyl)isoxazol-4-yl)methylene)-7-azaspiro[3.5]non-7-yl)methyl)benzoic acid C1(CC1)C1=C(C(=NO1)C1=C(C=CC=C1Cl)Cl)C=C1CC2(C1)CCN(CC2)CC=2C=C(C(=O)O)C=CC2